17-[2-(2-methoxyethoxy)ethyl]-N-(5-fluoro-pyridin-3-yl)morphinan-3-amine hydrochloride salt Cl.COCCOCCN1[C@H]2[C@@H]3CCCC[C@@]3(C=3C=C(C=CC3C2)NC=2C=NC=C(C2)F)CC1